C(C1=CC=CC=C1)(=O)OC1[C@@H](CN(C[C@@H]1C)C1=NC(=CC(=C1)[N+](=O)[O-])Br)C (3R,4r,5S)-1-(6-bromo-4-nitropyridin-2-yl)-3,5-dimethylpiperidin-4-yl benzoate